N-phenyl-γ-aminopropylmethyldimethoxysilane C1(=CC=CC=C1)NCCC[Si](OC)(OC)C